CN1C(C2=C(C(=C1)C=1C=C3C=CC(=NC3=CC1)C1=CC=C(C=C1)OCCN1CCN(C(CC1)=O)C)C=CN2)=O 6-methyl-4-{2-[4-(2-(4-methyl-5-oxo-1,4-diazepan-1-yl)ethoxy)phenyl]quinolin-6-yl}-1,6-dihydro-7H-pyrrolo[2,3-c]pyridin-7-one